NC(C[C@@H](C#CC1=NC=CC=N1)NC(=O)[C@H]1N(CCC1)C(=O)C1(CC1)C1=CC=C(C=C1)OC(F)(F)F)=O (2S)-N-[(1S)-1-(2-Amino-2-oxo-ethyl)-3-pyrimidin-2-yl-prop-2-ynyl]-1-[1-[4-(trifluoromethoxy)phenyl]cyclopropanecarbonyl]pyrrolidine-2-carboxamide